[N+](=O)([O-])C1=C(C=CC(=C1)Cl)C1=C(C=CC=C1)C1OCCO1 2-(2'-nitro-4'-chloro-[1,1'-biphenyl]-2-yl)-1,3-dioxolane